tert-butyl (S)-(2-(6-chloro-3-oxo-1,3-dihydro-2H-pyrrolo[3,4-c]pyridin-2-yl)ethyl)((5-oxopyrrolidin-2-yl)methyl)carbamate ClC1=CC2=C(C=N1)C(N(C2)CCN(C(OC(C)(C)C)=O)C[C@H]2NC(CC2)=O)=O